NC1CC2=C(C(=NC=C2C#N)C)C1 6-amino-1-methyl-6,7-dihydro-5H-cyclopenta[c]Pyridine-4-carbonitrile